COC(=O)C1(CN(CC1)C1=NC(=CC=C1)N)C 1-(6-Aminopyridin-2-Yl)-3-methylpyrrolidine-3-Carboxylic acid methyl ester